OC1(C2CCC(C1)N2C(=O)OC(C)(C)C)C racemic-tert-butyl 2-hydroxy-2-methyl-7-azabicyclo[2.2.1]heptane-7-carboxylate